C1(CC1)C=1SC(=CN1)C=1C=C(C=CC1)N(C(=O)[C@@H]1CC[C@H](CC1)CC(=O)O)C[C@@H]1CC[C@H](CC1)C1=NC(=C(C=C1)OC)C 2-(trans-4-((3-(2-Cyclopropylthiazol-5-yl)phenyl)((trans-4-(5-methoxy-6-methylpyridin-2-yl)cyclohexyl)methyl)carbamoyl)cyclohexyl)acetic acid